ClC=1C=CC2=C(N=C(O2)C=2C=C(C=CC2)NC(CC2=C(C=CC=C2)C)=O)C1 N-(3-(5-chlorobenzo[d]oxazol-2-yl)phenyl)-2-(o-tolyl)acetamide